7-fluoro-8-(4-fluoro-2-methoxy-5-nitrophenoxymethyl)isoquinoline FC1=CC=C2C=CN=CC2=C1COC1=C(C=C(C(=C1)[N+](=O)[O-])F)OC